FC=1C=C(C=C(C1)F)C=1N(N=C2C(N(CCC21)C=O)C)C (3-(3,5-difluorophenyl)-2,7-dimethyl-2,4,5,7-tetrahydro-6H-pyrazolo[3,4-c]pyridin-6-yl)methanone